NC1=NC2=NC=C(N=C2C(N1)=O)CNC1=CC=C(C(=O)N[C@H](CCC(NCCOCCOCCOCCOCCOCCOCC#C)=O)C(=O)OC(C)(C)C)C=C1 tert-Butyl (R)-26-(4-(((2-amino-4-oxo-3,4-dihydropteridin-6-yl)methyl) amino)benzamido)-23-oxo-4,7,10,13,16,19-hexaoxa-22-azaheptacos-1-yn-27-oate